4-[(6-bromo-2-pyridinyl)oxymethyl]-3-[(E)-2-ethoxyvinyl]benzonitrile BrC1=CC=CC(=N1)OCC1=C(C=C(C#N)C=C1)\C=C\OCC